6-amino-2-(4-(2-aminoethyl)piperazin-1-yl)-5-((2,3-dichlorophenyl)thio)-3-methylpyrimidine NC=1C(=CN(C(N1)N1CCN(CC1)CCN)C)SC1=C(C(=CC=C1)Cl)Cl